FC=1C(=C(C(=NC1)C(C)C)NC(=O)N=[S@@](=O)(N)C=1SC=C(C1)C(C)(C)O)C(C)C (S)-N'-((5-fluoro-2,4-diisopropylpyridin-3-yl)carbamoyl)-4-(2-hydroxypropan-2-yl)thiophene-2-sulfonimidamide